FC1(CN(C1)C(=O)OC)CN1N=C2C3=C(CCC2=C1)OC(=C3C)C(NC[C@H]3OCCC3)=O methyl 3-fluoro-3-[(8-methyl-7-{[(2S)-tetrahydrofuran-2-ylmethyl]carbamoyl}-4,5-dihydro-2H-furo[2,3-g]indazol-2-yl)methyl]azetidine-1-carboxylate